ClC1=NN(C=C1N(C(CCS(=O)CCC(F)(F)F)=O)CC)C=1C=NC=CC1 N-[3-chloro-1-(3-pyridinyl)-1H-pyrazol-4-yl]-N-ethyl-3-[(3,3,3-trifluoropropyl)sulfinyl]-propionamide